5-benzyl-2-methyl-1,5-pentanediamine C(C1=CC=CC=C1)C(CCC(CN)C)N